F[C@H]1[C@@]2(CCC[C@](C[C@H]1N(C=1N=CC(=NC1)C1=C(C=C(C=C1)C=1C=NNC1)O)C)(N2)C)C 2-(5-(((1S,2R,3R,5R)-2-fluoro-1,5-dimethyl-9-azabicyclo[3.3.1]nonan-3-yl)(methyl)amino)pyrazin-2-yl)-5-(1H-pyrazol-4-yl)phenol